ClC1=C2N=CN(C2=NC=N1)C1CC(C1)NC(C)=O N-((1s,3s)-3-(6-chloro-9H-purin-9-yl)cyclobutyl)acetamide